COC(=O)C1=C(N(C(C=C1CCNOC[C@@H](O[Si](C(C)(C)C)(C)C)C)=O)C)Cl (S)-2-chloro-1-methyl-6-oxo-4-(6,8,8,9,9-pentamethyl-4,7-dioxa-3-aza-8-siladecyl)-1,6-dihydropyridine-3-carboxylic acid methyl ester